FC1=C(C=CC(=C1)F)S(=O)(=O)NC=1C(=NC=C(C1)C=1C=C2C(=NC=NC2=C(C1)F)N1CCN(CC1)C(\C=C\C(C)=O)=O)OC (E)-2,4-difluoro-N-(5-(8-fluoro-4-(4-(4-oxopent-2-enoyl)piperazin-1-yl)quinazolin-6-yl)-2-methoxypyridin-3-yl)benzenesulfonamide